NC1=NC(N(C=C1)[C@H]1[C@]([C@@H]([C@@](O1)(F)COC1(OP(=O)=N[C@@H](C)C(=O)OC2CCCCC2)CC=CC=C1)O)(C)O)=O cyclohexyl (1-(((2S,3S,4R,5R)-5-(4-amino-2-oxopyrimidin-1(2H)-yl)-2-fluoro-3,4-dihydroxy-4-methyltetrahydrofuran-2-yl)methoxy)(phenoxy)phosphoryl)-L-alaninate